NC=1C2=C(N(C(N1)=O)C1=C3C=CNC3=CC=C1)N=C(C=C2)C2CC2 amino-7-cyclopropyl-1-(1H-indol-4-yl)pyrido[2,3-d]pyrimidin-2-one